2-(2-chloro-6-methyl-4-((5-oxo-4-(4-(trifluoromethyl)phenyl)-4,5-dihydro-1H-1,2,4-triazol-1-yl)methyl)phenoxy)-2-methylpropanoic acid ClC1=C(OC(C(=O)O)(C)C)C(=CC(=C1)CN1N=CN(C1=O)C1=CC=C(C=C1)C(F)(F)F)C